bis-(triethoxy-silyl)-methane C(C)O[Si](OCC)(OCC)C[Si](OCC)(OCC)OCC